C(CCCCCCCCCCCCCCC)C=1NC=CN1 2-hexadecyl-imidazole